[6-(5-Cyclopropyl-4H-1,2,4-triazol-3-yl)-2-azaspiro[3.3]heptan-2-yl]-[3-[4-[5-methyl-3-(trifluoromethyl)pyrazol-1-yl]phenyl]azetidin-1-yl]methanone C1(CC1)C=1NC(=NN1)C1CC2(CN(C2)C(=O)N2CC(C2)C2=CC=C(C=C2)N2N=C(C=C2C)C(F)(F)F)C1